7-((1-(tetrahydro-2H-pyran-4-yl)-1H-pyrazol-4-yl)amino)-3,4-dihydroisoquinolin-1(2H)-one O1CCC(CC1)N1N=CC(=C1)NC1=CC=C2CCNC(C2=C1)=O